ClC1=NC=C(C(=N1)NC1=CC=C(C(=O)NC2CCCCC2)C=C1)F 4-((2-chloro-5-fluoropyrimidin-4-yl)amino)-N-cyclohexylbenzamide